C(=O)(O)C1C(NC(C1)(C)C)(C)C 3-carboxyl-2,2,5,5-tetramethyl-pyrrolidine